C1CCC2=C(C=CC=C12)C1=C(C=C2C(=N1)C(=NN2)C=2C=CC(=NC2)N2CCN(CC2)C(=O)N)OC 4-(5-(5-(2,3-dihydro-1H-inden-4-yl)-6-methoxy-1H-pyrazolo[4,3-b]pyridin-3-yl)pyridin-2-yl)piperazine-1-carboxamide